C1(CCCCC1)N(C(=O)[C@H]1[C@H](CCCC1)C(=O)N(CC(C)C)CC(C)C)C1CCCCC1 N,N-dicyclohexyl-N',N'-diisobutyl-cis-cyclohexane-1,2-dicarboxamide